(3R)-3-(5-(6-Bromopyridin-2-yl)-5-hydroxy-4,5-dihydroisoxazol-3-yl)-3-hydroxy-1-methylpyrrolidin-2-one BrC1=CC=CC(=N1)C1(CC(=NO1)[C@]1(C(N(CC1)C)=O)O)O